2-(methoxy)benzaldehyde COC1=C(C=O)C=CC=C1